methyl (S)-2-(4-bromo-2-(1,1-difluoropropyl)phenoxy)propanoate BrC1=CC(=C(O[C@H](C(=O)OC)C)C=C1)C(CC)(F)F